(5-FORMYL-6-OXO-3-TRIFLUOROMETHYL-6H-PYRIDAZIN-1-YL)-ACETIC ACID ETHYL ESTER C(C)OC(CN1N=C(C=C(C1=O)C=O)C(F)(F)F)=O